BrC=1C(=C2C(=NC1)N=C(N2)C2=C(N(C(=C2)C)C=2C=C(C=CC2C)NC(CCN(C)C)=O)C)N[C@@H]2CN(CC2)S(=O)(=O)CC N-(3-(3-(6-bromo-7-(((S)-1-(ethyl-sulfonyl)pyrrolidine-3-yl)amino)-1H-imidazo[4,5-b]pyridine-2-yl)-2,5-dimethyl-1H-pyrrol-1-yl)-4-methylphenyl)-3-(dimethylamino)propanamide